(S)-2-(5-((4-(1,3-dioxolan-4-yl)piperidin-1-yl)sulfonyl)-2-propoxyphenyl)-6-(hydroxymethyl)-5-methyl-7-propyl-3,5-dihydro-4H-pyrrolo[3,2-d]pyrimidin-4-one O1CO[C@H](C1)C1CCN(CC1)S(=O)(=O)C=1C=CC(=C(C1)C=1NC(C2=C(N1)C(=C(N2C)CO)CCC)=O)OCCC